tert-butyl (4R,7S,8R)-13-chloro-14-fluoro-16,17-dimethyl-2,12,18,20-tetrazapentacyclo[9.7.1.14,7.02,8.015,19]icosa-1(18),11(19),12,14,16-pentaene-20-carboxylate ClC1=NC=2CC[C@@H]3[C@@H]4CC[C@H](CN3C3=NC(=C(C(=C1F)C32)C)C)N4C(=O)OC(C)(C)C